CN=S(C1=C2CCCNC2=CC=C1)(=O)C methyl[methyl(oxo)(1,2,3,4-tetrahydroquinolin-5-yl)-λ6-sulfanylidene]amine